C[C@H](CCCC(C)C)[C@H]1CC[C@@H]\\2[C@@]1(CCC/C2=C\\C=C\\3/C[C@H](CCC3=C)O)C The molecule is a member of the class of D3 vitamins that is calciol in which the double bond at position 5 adopts a trans-configuration. During exposure to sunlight, previtamin D3 and vitamin D3 in the skin become photoisomerized to 5,6-trans-vitamin D3. It has a role as a human metabolite. It is a member of D3 vitamins, a seco-cholestane, a secondary alcohol and a hydroxy seco-steroid. It derives from a calciol.